3-[5-chloro-1-methylpyrrolo[2,3-c]pyridin-2-yl]-5-fluoro-2-methoxypyridine ClC=1C=C2C(=CN1)N(C(=C2)C=2C(=NC=C(C2)F)OC)C